C(CCC(=O)O)(=O)O.C(=O)(OCC1C2=CC=CC=C2C2=CC=CC=C12)C(C(=O)O)CCCCN Fmoc-6-aminohexanoic acid succinate